C(C(=C)C)(=O)OCCC[SiH2]C(OCC)OCC 3-(methacryloyloxy)propyldiethoxymethylsilane